C(C(CCCCCCCCCCCCCCCCCCCCCCC(=O)O)CCCCCCCCCCCCCCCCCCCCCC(=O)O)CCCCCCCCCCCCCCCCCCCCCC(=O)O propane-1,2,3-triyltri(behenic acid)